1-(4-((7-(1-methyl-1H-pyrazol-4-yl)imidazo[1,2-c]pyrimidin-5-yl)oxy)azepan-1-yl)prop-2-yn-1-one CN1N=CC(=C1)C1=CC=2N(C(=N1)OC1CCN(CCC1)C(C#C)=O)C=CN2